2,3,3-trifluoroallylmethyl carbonate C(OCCC(=C(F)F)F)([O-])=O